α,α'-diaminoadipic acid NC(C(=O)O)CCC(C(=O)O)N